C[Si](C)(C)C=1C(=NCCC1)[Si](C)(C)C bis(trimethylsilyl)-aza-cyclohexadiene